N(=NC(=O)OC(C)(C)C)C(=O)OC(C)(C)C ditertbutyl azodicarboxylate